N'-cyclobutylidene-4-methylbenzene-1-sulfonohydrazide C1(CCC1)=NNS(=O)(=O)C1=CC=C(C=C1)C